FC1=CC(=C(C=C1C1=CC=CC=C1)C(C)=O)O 4'-fluoro-2'-hydroxy-5'-phenylacetophenone